1,2-di-α-naphthylethane C1(=CC=CC2=CC=CC=C12)CCC1=CC=CC2=CC=CC=C12